C1(CCCCC1)C=1NC2=C(C=C(C=C2C1C=O)Cl)Cl 2-CYCLOHEXYL-5,7-DICHLORO-1H-INDOLE-3-CARBOXALDEHYDE